C1(=CC=CC=C1)C1=NC(=NC(=N1)C1=CC=CC=C1)C=1C=C(C=C(C1)N1C2=CC=CC=C2C=2C=C(C=CC12)C1=C(C=CC=C1)C1=CC=CC=C1)N1C2=CC=CC=C2C=2C=C(C=CC12)C1=C(C=CC=C1)C1=CC=CC=C1 9,9'-(5-(4,6-diphenyl-1,3,5-triazin-2-yl)-1,3-phenylene)bis(3-([1,1'-biphenyl]-2-yl)-9H-carbazole)